C(#N)C1=CC=C(C=C1)C1=CN=C(S1)NC(=O)C1CCN(CC1)C N-(5-(4-cyanophenyl)thiazol-2-yl)-1-methylpiperidine-4-carboxamide